C12(C(=O)CC(CC1)C2(C)C)CS(=O)(=O)OCCCC2=CC=CC=C2 phenylpropyl camphorsulfonate